ClC=1C(=NC(=NC1)NC1=CC(=C(C=C1)N1CCC(CC1)N1CCN(CC1)C)C)N1OCCC1C1=CC=CC=C1 5-chloro-N-(3-methyl-4-(4-(4-methylpiperazin-1-yl)piperidin-1-yl)phenyl)-4-(3-phenylisoxazolidin-2-yl)pyrimidin-2-amine